tris-(2,6-dichlorobenzoyl)-2,5-dimethylbenzoyl-phosphine oxide ClC1=C(C(=O)C2=C(C(=C(C(=C2C(=O)[PH2]=O)C)C(C2=C(C=CC=C2Cl)Cl)=O)C(C2=C(C=CC=C2Cl)Cl)=O)C)C(=CC=C1)Cl